2-(4-chloro-2-fluorophenyl)-1-(6-(trifluoromethoxy)indolin-1-yl)ethanone ClC1=CC(=C(C=C1)CC(=O)N1CCC2=CC=C(C=C12)OC(F)(F)F)F